C[Si](CCOCN1N=CC=2C3=C(C=CC12)SC(=C3)C(=O)O)(C)C 3-((2-(trimethylsilyl)ethoxy)methyl)-3H-thieno[3,2-e]indazole-7-carboxylic acid